(S)- and (R)-2-(4-fluoro-2,6-diisopropylphenyl)-N-(5-(2-hydroxypropan-2-yl)thiazole-2-sulfonimidoyl)acetamide FC1=CC(=C(C(=C1)C(C)C)CC(=O)N[S@@](=O)(=N)C=1SC(=CN1)C(C)(C)O)C(C)C |r|